ClC1=CC=C(CNC2=NC3=CC=C(C=C3N=C2NC2=CC(=C(C(=C2)F)F)F)C)C=C1 N2-(4-chlorobenzyl)-6-methyl-N3-(3,4,5-trifluorophenyl)quinoxaline-2,3-diamine